[Ir](=O)=O Iridium di-oxid